N,N-bis-(2-hydroxypropyl)-N-(hydroxyethyl)amine OC(CN(CCO)CC(C)O)C